C1(CCCCCC1)NC=1C2=C(N=C(N1)NC1=C(C=C(C=C1)P(=O)(C=C)C=C)OC)NC=C2C#N 4-(cycloheptylamino)-2-((4-(divinyl-phosphoryl)-2-methoxyphenyl)amino)-7H-pyrrolo[2,3-d]pyrimidine-5-carbonitrile